CC1=C(C(=C(C(=C1C)C)Br)C)B(O)O 2,3,4,6-tetramethyl-5-bromo-phenylboronic acid